COC=1C=C2CCN(CC2=CC1OC)CCC1=CC=C(C=C1)NC(=O)C1=C(C=C(C(=O)OC)C=C1)[N+](=O)[O-] methyl 4-((4-(2-(6,7-dimethoxy-3,4-dihydroisoquinolin-2(1H)-yl) ethyl) phenyl) carbamoyl)-3-nitrobenzoate